(2'S,3S,4'S,5'R)-1-((((1r,4S)-4-carboxycyclohexyl)methyl)-5-chloro-4'-(3-chloro-2-fluorophenyl)-2'-neopentylspiro[indoline-3,3'-pyrrolidine]-5'-carboxamido)-3-methoxybenzoic acid C(=O)(O)C1CCC(CC1)CN1[C@H]([C@]2([C@H]([C@@H]1C(=O)NC1(C(=O)O)CC(=CC=C1)OC)C1=C(C(=CC=C1)Cl)F)CNC1=CC=C(C=C12)Cl)CC(C)(C)C